CN=C=CB(O)O methyliminovinylboronic acid